tert-butyl (3-(1-((2-((7-bromo-6-chloro-8-fluoro-4-hydroxy-2-(methylthio)quinazolin-5-yl)oxy)ethyl)amino) ethyl)pyridin-2-yl)carbamate BrC1=C(C(=C2C(=NC(=NC2=C1F)SC)O)OCCNC(C)C=1C(=NC=CC1)NC(OC(C)(C)C)=O)Cl